[Br-].C1(=CC=CC2=CC=CC=C12)[NH3+] 1-Naphthylammonium bromide